2,4-difluoro-1-isothiocyanatobenzene FC1=C(C=CC(=C1)F)N=C=S